C(CCCC)O.[Co] cobalt n-amyl alcohol